(S)-N-(1-(7-(Benzylamino)quinolin-5-yl)cyclopropyl)-2-methyl-5-((1-methylazetidin-2-yl)methoxy)benzamide C(C1=CC=CC=C1)NC1=CC(=C2C=CC=NC2=C1)C1(CC1)NC(C1=C(C=CC(=C1)OC[C@H]1N(CC1)C)C)=O